dimethyl 2-((4-fluoro-2-methylphenyl)amino)maleate FC1=CC(=C(C=C1)N/C(/C(=O)OC)=C/C(=O)OC)C